C(CC)C1C(=C(C(N1)=O)C(C)=O)O 1,5-dihydro-5-propyl-3-acetyl-4-hydroxypyrrol-2-one